1-[2,5-dichloro-6-[5-[(6-methylpyridazin-3-yl)amino]benzimidazol-1-yl]-3-pyridyl]ethanone ethyl-2-methyldisulfanylpropanoate C(C)C(C(=O)O)(C)SSC.ClC1=NC(=C(C=C1C(C)=O)Cl)N1C=NC2=C1C=CC(=C2)NC=2N=NC(=CC2)C